C(C)OC(C(C)=C1CNC1)=O 2-(azetidin-3-ylidene)propionic acid ethyl ester